tert-butyl 3-(((2S,3R)-1,3-bis(benzyloxy)-1-oxobutan-2-yl)carbamoyl)-3-(hydroxymethyl)piperidine-1-carboxylate C(C1=CC=CC=C1)OC([C@H]([C@@H](C)OCC1=CC=CC=C1)NC(=O)C1(CN(CCC1)C(=O)OC(C)(C)C)CO)=O